[Ni].ClC(C(OC)Cl)OC dichloro(dimethoxyethane) nickel